C(C)(=O)N1CCC(CC1)(OC)C1=CC2=C(N=CN=C2N[C@H](C)C2=C(C(=NC=C2)C=O)F)N(C1=O)C 4-[(1R)-1-[[6-(1-acetyl-4-methoxy-4-piperidyl)-8-methyl-7-oxo-pyrido[2,3-d]pyrimidin-4-yl]amino]ethyl]-3-fluoro-pyridine-2-carbaldehyde